tert-butyl 7-cyano-3,4-dihydro-1H-isoquinoline-2-carboxylate C(#N)C1=CC=C2CCN(CC2=C1)C(=O)OC(C)(C)C